(S)-2-(2,5-difluoro-3-isopropyl-6-methoxyphenyl)-2-((R)-3-(methyl(5-(5,6,7,8-tetrahydro-1,8-naphthyridin-2-yl)pentyl)amino)pyrrolidin-1-yl)acetic acid FC1=C(C(=C(C=C1C(C)C)F)OC)[C@@H](C(=O)O)N1C[C@@H](CC1)N(CCCCCC1=NC=2NCCCC2C=C1)C